BrC=1N=CN(C1)C1=CC=C(C=C1)S(=O)(=O)C(F)(F)F 4-bromo-1-(4-((trifluoromethyl)sulfonyl)phenyl)-1H-imidazole